8-fluoro-6-hydroxy-4-ethoxyquinoline-2-carboxylic acid methyl ester COC(=O)C1=NC2=C(C=C(C=C2C(=C1)OCC)O)F